C1=CC=C(C=C1)O[C@@H]2[C@@H]([C@@H]([C@H](O2)COP(=O)(O)O)O)O The molecule is a ribose derivative that is the 5-phospho derivative of phenyl alpha-D-ribofuranoside. It is a ribose monophosphate, a pentoside and a ribose derivative. It derives from an alpha-D-ribose.